Cl.FC(C[C@@]12CC(N[C@H]2C1)C(=O)OCC)(F)F ethyl (1S,5S)-5-(2,2,2-trifluoroethyl)-2-azabicyclo[3.1.0]hexane-3-carboxylate hydrochloride